O=C1NC(CCC1N1C(N(C2=C1C=CC(=C2)N2CCC(CC2)C2CCN(CC2)CC2CCN(CC2)C(=O)OC(C)(C)C)C)=O)=O tert-butyl 4-((1'-(1-(2,6-dioxopiperidin-3-yl)-3-methyl-2-oxo-2,3-dihydro-1H-benzo[d]imidazol-5-yl)-[4,4'-bipiperidine]-1-yl)methyl)piperidine-1-carboxylate